6-(3,5-difluoroanilino)-N-[1-(1,1-dioxothian-4-yl)-1-methyl-ethyl]-[1,3]dioxolo[4,5-c]pyridine-4-carboxamide FC=1C=C(NC2=CC3=C(C(=N2)C(=O)NC(C)(C)C2CCS(CC2)(=O)=O)OCO3)C=C(C1)F